7-bromo-4-(2-methoxyethoxy)-2',3',5',6'-tetrahydrospiro[chromane-2,4'-pyran] BrC1=CC=C2C(CC3(CCOCC3)OC2=C1)OCCOC